OC1=CC=C(C=C1)C1(C2=C(C=CC=C2C=2C=CC=C(C12)C1=CC=CC2=CC=CC=C12)C1=CC=CC2=CC=CC=C12)C1=CC=C(C=C1)O 9,9-bis(4-hydroxyphenyl)-1,8-bis(1-naphthyl)fluorene